IC1=C(C=NN1C)CO (5-iodo-1-methyl-1H-pyrazol-4-yl)methanol